N-sulfonylurea S(=O)(=O)=NC(=O)N